COC1=C(C=CC=C1)C1CCN(CC1)C1CC2(CN([C@H]2C(=O)[O-])C=2C=NC=NC2)CC1 (R)-6-(4-(2-methoxyphenyl) piperidin-1-yl)-2-(pyrimidin-5-yl)-2-azaspiro[3.4]octaneformate